[Br-].C(C)OC(=O)C[N+]1=CC=CC2=CC(=CC=C12)OC N-[ethoxycarbonylmethyl]-6-methoxy-quinolinium bromide